C(C)(C)(C)OC(=O)N1C(CCCC1)C=1C=NC(=CC1)N1C(=CC=C1C)C (6-(2,5-dimethyl-1H-pyrrole-1-yl)pyridine-3-yl)piperidine-1-carboxylic acid tert-butyl ester